1-(5'-bromo-1'H-spiro[cyclopropane-1,4'-isoquinoline]-2'(3'H)-yl)prop-2-en-1-one BrC1=C2C3(CN(CC2=CC=C1)C(C=C)=O)CC3